(S)-2-[(tert-Butoxycarbonyl)amino]-2-cyclopropylacetic acid methyl ester COC([C@H](C1CC1)NC(=O)OC(C)(C)C)=O